tert-butyl (1R,3s,5S)-3-((6-iodopyridazin-3-yl) amino)-8-azabicyclo[3.2.1]octane-8-carboxylate IC1=CC=C(N=N1)NC1C[C@H]2CC[C@@H](C1)N2C(=O)OC(C)(C)C